N-(4-(4-amino-5-(isothiazol-4-yl)-7-methyl-7H-pyrrolo[2,3-d]pyrimidin-6-yl)phenyl)acrylamide NC=1C2=C(N=CN1)N(C(=C2C=2C=NSC2)C2=CC=C(C=C2)NC(C=C)=O)C